ClC1=C(C=CC=C1F)CC#N 2-(2-chloro-3-fluorophenyl)acetonitrile